2-[4-[4-[(1-methyl-2,6-dioxo-3-piperidyl)amino]phenyl]-1-piperidyl]acetic acid CN1C(C(CCC1=O)NC1=CC=C(C=C1)C1CCN(CC1)CC(=O)O)=O